FC(C1=NN=C(O1)C=1C=CC(=NC1)CN1C(OC2=C1C=CC(=C2)C2CCN(CC2)C(C)C)=O)F 3-((5-(5-(difluoromethyl)-1,3,4-oxadiazole-2-yl)pyridine-2-yl)methyl)-6-(1-isopropylpiperidine-4-yl)benzo[d]oxazole-2(3H)-one